2-(4-(difluoromethyl)-3-fluorophenoxy)acetic acid tert-butyl ester C(C)(C)(C)OC(COC1=CC(=C(C=C1)C(F)F)F)=O